(3S,4S)-4-((4-(benzo[d]thiazol-6-ylamino)-7-(1-methyl-1H-pyrazol-4-yl)quinazolin-5-yl)oxy)tetrahydrofuran-3-ol S1C=NC2=C1C=C(C=C2)NC2=NC=NC1=CC(=CC(=C21)O[C@@H]2[C@H](COC2)O)C=2C=NN(C2)C